(7R)-2-{2-[1-(cyclopropylmethyl)-1H-indol-2-yl]-7-fluoro-1-[(1-methyl-1H-pyrazol-4-yl)methyl]-1H-1,3-benzodiazole-5-carbonyl}-2-azabicyclo[2.2.1]heptan-7-amine C1(CC1)CN1C(=CC2=CC=CC=C12)C1=NC2=C(N1CC=1C=NN(C1)C)C(=CC(=C2)C(=O)N2C1CCC(C2)[C@H]1N)F